3-(4-((2S,5R)-4-acryloyl-2,5-dimethylpiperazin-1-yl)-7-(3-amino-5-methyl-1H-indazol-4-yl)-6-chloro-8-fluoroquinazolin-2-ylamino)-N,N-dimethylpropanamide C(C=C)(=O)N1C[C@@H](N(C[C@H]1C)C1=NC(=NC2=C(C(=C(C=C12)Cl)C1=C2C(=NNC2=CC=C1C)N)F)NCCC(=O)N(C)C)C